CC=1N=C2N(N=C(C=C2C)C2=CC(=C3C(N(C=NC3=C2)C2CCNC3(CC3)C2)=O)C)C1 7-(2,8-dimethylimidazo[1,2-b]pyridazin-6-yl)-5-methyl-3-(4-azaspiro[2.5]octan-7-yl)quinazolin-4(3H)-one